3,3-dimethylpropenyl pyrophosphate O(P([O-])(=O)OP(=O)([O-])[O-])C=CC(C)C